1-methoxypropanol COC(CC)O